ClC1=CC(=NC=C1N1CCC(CC1)(F)F)C(=O)O 4-chloro-5-(4,4-difluoropiperidin-1-yl)pyridine-2-carboxylic acid